BrC1=CC=C(C=C1)C=1N=NN(N1)CC=1C=C(N(N1)C1CC1)C(=O)NC1=C(C=C(C=C1C)Cl)C(N)=O 5-[[5-(4-bromophenyl)tetrazol-2-yl]methyl]-N-(2-carbamoyl-4-chloro-6-methyl-phenyl)-2-cyclopropyl-pyrazole-3-carboxamide